O=C1CC=CCC1 2-oxo-1,4-dihydro-2H-benzene